N1=C(N=CC=C1)CS pyrimidine-2-methanethiol